FC(S(=O)(=O)OC=1C=C2C(=NC(=NC2=C2C1OC(C2)(C)C)C)N[C@H](C)C2=CC(=CC(=C2)C(F)(F)F)N)(F)F (R)-4-((1-(3-amino-5-(trifluoromethyl)phenyl)ethyl)amino)-2,8,8-trimethyl-8,9-dihydrofuro[2,3-h]quinazolin-6-yl trifluoromethanesulfonate